7,8-Dichloro-10-(4H-1,2,4-triazol-3-yl)-3,4,5,6-tetrahydroazepino[4,5-b]indol-2(1H)-one ClC1=C(C=C(C=2C3=C(NC12)CCNC(C3)=O)C3=NN=CN3)Cl